6-(piperazinomethyl)-2-(benzofuran-5-yl)phenol N1(CCNCC1)CC1=CC=CC(=C1O)C=1C=CC2=C(C=CO2)C1